N-[(3S)-9-fluoro-2-oxo-5-phenyl-1,3-dihydro-1,4-benzodiazepin-3-yl]-6-methyl-2-[5-(trifluoro-methyl)pyridin-3-yl]imidazo[1,2-b]pyridazine-3-carboxamide FC1=CC=CC=2C(=N[C@@H](C(NC21)=O)NC(=O)C2=C(N=C1N2N=C(C=C1)C)C=1C=NC=C(C1)C(F)(F)F)C1=CC=CC=C1